FC=1C=NC(=NC1)[C@@H](C)N (R)-1-(5-fluoropyrimidin-2-yl)ethylamine